7-(Benzyloxy)-8-methyl-2-(3-methylbenzofuran-2-yl)quinoline C(C1=CC=CC=C1)OC1=CC=C2C=CC(=NC2=C1C)C=1OC2=C(C1C)C=CC=C2